hydroxyethylthioether (3-mercaptopropionate) SCCC(=O)O.OCCSCCO